F[B-](F)(F)F.C[NH+](CCCCCCCCCCCCCCCCCC)CCCCCCCCCCCCCCCCCC N-methyl-N,N-dioctadecylammonium tetrafluoroborate